2-[(5-Mercapto-4H-1,2,4-triazol-3-yl)methyl]phthalazin-1(2H)-one SC=1NC(=NN1)CN1C(C2=CC=CC=C2C=N1)=O